[Li].F[P-](F)(F)(F)(F)F.C(CCC)N1C=[N+](C=C1)C 1-butyl-3-methylimidazolium hexafluorophosphate lithium